C(#N)C1=CC(=C(C=C1)C1=NN=C(C2=CC(=CC=C12)C)N[C@H]1CN(CCC1)C(=O)OC(C)(C)C)OC (R)-tert-butyl 3-((4-(4-cyano-2-methoxyphenyl)-7-methylphthalazin-1-yl)amino)piperidine-1-carboxylate